C(CC(O)(C(=O)O)CC(=O)O)(=O)O.FC1=CC=C(S1)CC[C@@]1(CN(CC1)C(C)(C)C=1C=NC(=CC1)C)CNS(=O)(=O)C1=CC=C(C=C1)C |o1:21| (R or S)-N-((3-(2-(5-fluorothiophen-2-yl)ethyl)-1-(2-(6-methylpyridin-3-yl)propan-2-yl)pyrrolidin-3-yl)methyl)-4-methylbenzenesulfonamide citrate